tert-butyl (5-amino-3-fluoro-2-methoxyphenyl)carbamate NC=1C=C(C(=C(C1)NC(OC(C)(C)C)=O)OC)F